(R)-(1-(5-aminopyridin-3-yl)-1H-pyrrolo[2,3-b]pyridin-5-yl)(3-ethylpiperidin-1-yl)methanone NC=1C=C(C=NC1)N1C=CC=2C1=NC=C(C2)C(=O)N2C[C@@H](CCC2)CC